ethyl 4-(2,3,3a,4,6,6a-hexahydro-1H-pyrrolo[3,4-c]pyrrol-5-yl)-8-oxo-11-thia-1,3,5-triazatetracyclo[8.7.0.02,7.012,17]heptadeca-2,4,6,9,12(17),13,15-heptaene-9-carboxylate C1NCC2C1CN(C2)C=2N=C1N3C=4C=CC=CC4SC3=C(C(C1=CN2)=O)C(=O)OCC